4-(2-(3-Hydroxy-5,7-dimethyl-2-oxoindolin-3-yl)acetamido)tetrahydro-2H-thiopyran-4-carboxylic acid ethyl ester C(C)OC(=O)C1(CCSCC1)NC(CC1(C(NC2=C(C=C(C=C12)C)C)=O)O)=O